(NZ,R)-N-[1'-(7-bromo-6-methyl-pyrazolo[1,5-a]pyrazin-4-yl)-5-fluoro-spiro[indane-2,4'-piperidine]-1-ylidene]-2-methyl-propane-2-sulfinamide BrC1=C(N=C(C=2N1N=CC2)N2CCC1(CC2)/C(/C2=CC=C(C=C2C1)F)=N/[S@](=O)C(C)(C)C)C